OC1(CC(C1)C(=O)N1CC2(C1)CC(C2)CC2=C(C=CC=C2)C(F)(F)F)C ((1s,3s)-3-hydroxy-3-methylcyclobutyl)(6-(2-(trifluoromethyl)benzyl)-2-azaspiro[3.3]hept-2-yl)methanone